C(C1=CC=CC=C1)(=O)OCCN benzoic acid, 2-amino-ethyl ester